Ethyl 3-amino-6-chloro-5-ethoxy-pyrazine-2-carboxylate NC=1C(=NC(=C(N1)OCC)Cl)C(=O)OCC